(S)-4-(2-(6-(2,5-dioxo-2,5-dihydro-1H-pyrrol-1-yl)hexanamido)-3-methylbutanamido)-1-ethyl-N-(2-oxo-2-(((2,2,2-trifluoroethoxy)methyl)amino)ethyl)piperidine-4-carboxamide O=C1N(C(C=C1)=O)CCCCCC(=O)N[C@H](C(=O)NC1(CCN(CC1)CC)C(=O)NCC(NCOCC(F)(F)F)=O)C(C)C